1-[3-[1-(4-nitrophenyl)-1,2,4-triazol-3-yl]pyrazin-2-yl]ethanone [N+](=O)([O-])C1=CC=C(C=C1)N1N=C(N=C1)C=1C(=NC=CN1)C(C)=O